BrC=1N=C(C(=NC1Cl)NC(=O)C1=NC(=CC=C1)OCC)NC1=C(C=CC=C1OC)OC N-(5-bromo-6-chloro-3-((2,6-dimethoxyphenyl)amino)pyrazin-2-yl)-6-ethoxypyridinecarboxamide